C12CC(CC2C1)OC1=C(C=C(C=C1F)NC(=O)C=1N=C(OC1CC)N1CC(C1)(CO)CC)Cl N-(4-(cis-bicyclo[3.1.0]hexan-3-yloxy)-3-chloro-5-fluorophenyl)-5-ethyl-2-(3-ethyl-3-(hydroxymethyl)azetidin-1-yl)oxazole-4-carboxamide